O=C([C@@H](C)NC(C)=O)N1CCN(CC1)C1=CC(=CC=C1)OC(F)(F)F (R)-N-(1-oxo-1-(4-(3-(trifluoromethoxy)phenyl)piperazin-1-yl)propan-2-yl)acetamide